OC1=NC=NC2=CC=C(C=C12)C#N 4-hydroxyquinazoline-6-carbonitrile